tert-butyl 6-[1-cyclopropyl-6-[8-ethynyl-7-fluoro-3-(methoxymethoxy)-1-naphthyl]-7-fluoro-4-(trifluoromethyl)pyrazolo[4,3-c]pyridin-3-yl]-3-azabicyclo[3.1.0]hexane-3-carboxylate C1(CC1)N1N=C(C=2C(=NC(=C(C21)F)C2=CC(=CC1=CC=C(C(=C21)C#C)F)OCOC)C(F)(F)F)C2C1CN(CC21)C(=O)OC(C)(C)C